ClC=1C(=NC(=NC1)NC1CCO1)C1=CC=C2CN(C(C2=C1)=O)[C@@H](C(=O)N[C@H](CO)C1=CC(=CC(=C1)OC)F)C (2R)-2-(6-{5-chloro-2-[(oxetan-4-yl)amino]pyrimidin-4-yl}-1-oxo-2,3-dihydro-1H-isoindol-2-yl)-N-[(1S)-1-(3-fluoro-5-methoxyphenyl)-2-hydroxyethyl]propionamide